FCC(=O)N α-fluoroacetamide